(2-(2-Chlorophenyl)-1-methyl-4,5,6,7-tetrahydro-1H-benzo[d]imidazol-5-yl)-4,5,6,7-tetrahydro-3H-imidazo[4,5-c]pyridin ClC1=C(C=CC=C1)C1=NC2=C(N1C)CCC(C2)C2=NC1=C(CNCC1)N2